(R)-7-(4-methyl-1-pentyloxy)-3,4,12,12A-tetrahydro-1H-[1,4]oxazino[3,4-C]pyrido[2,1-F][1,2,4]triazine-6,8-dione CC(CCCOC=1C(C=CN2N[C@H]3N(C(C21)=O)CCOC3)=O)C